4,12-diethyl-2,2,6,6,10,10,14-heptamethyl-1,7,9,15-tetraoxa-4,12-diaza-8-stannaspiro[7.7]pentadecane C(C)N1CC(O[Sn]2(OC(C1)(C)C)OC(CN(CC(O2)C)CC)(C)C)(C)C